ClC=1C=C(C(=O)NC)C=CC1NCC#CC=1N=C2N(C=CC=C2N[C@H]2[C@H](CN(CC2)C)F)C1SC(F)(F)F 3-chloro-4-((3-(8-(((3S,4R)-3-fluoro-1-methylpiperidin-4-yl)amino)-3-((trifluoromethyl)thio)imidazo[1,2-a]pyridin-2-yl)prop-2-yn-1-yl)amino)-N-methylbenzamide